O1C(CCC1)C1=C(C=CC=C1)S(=O)(=O)Cl (tetrahydrofuran-2-yl)benzenesulfonyl chloride